O=C1N(C(C2=C3C(C=CC=C13)=CC=C2)=O)C2=CC=C(C=C2)C2CC(CC2)(C(=O)O)CCC 3-(4-(1,3-dioxo-1H-benzo[de]isoquinolin-2(3H)-yl)phenyl)-1-propylcyclopentane-1-carboxylic acid